CN1CCN(CC1)C1=CC=C(C=C1)NC=1N=C(C2=C(N1)C=CS2)N2N=CCC2C2=CC1=CC=CC=C1C=C2 N-(4-(4-methylpiperazin-1-yl)phenyl)-4-(5-(naphthalen-2-yl)-4,5-dihydro-1H-pyrazol-1-yl)thieno[3,2-d]pyrimidin-2-amine